FC1=CC=C(C=C1)N1N=C(C=C1)CC(=O)NC=1SC(=CN1)C(F)(F)F 2-[1-(4-fluorophenyl)-1H-pyrazol-3-yl]-N-[5-(trifluoromethyl)-1,3-thiazol-2-yl]acetamide